1,1'-(pyridine-3,5-diyl)bis(2,2,2-trifluoroethan-1-one) dioxime N1=CC(=CC(=C1)C(C(F)(F)F)=NO)C(C(F)(F)F)=NO